tert-butyl N-[(1S,3R)-3-[3-(2-pyridyl)-1,2,4-triazol-1-yl]cyclohexyl]carbamate N1=C(C=CC=C1)C1=NN(C=N1)[C@H]1C[C@H](CCC1)NC(OC(C)(C)C)=O